5-methyl-4-(2H-1,2,3-triazol-2-yl)pyridin-2-amine CC=1C(=CC(=NC1)N)N1N=CC=N1